FC=1C(=CC=C2C=CC(NC12)=O)CO 8-Fluoro-7-(hydroxymethyl)quinolin-2(1H)-one